2-[5-[(3R)-3-amino-5-[(4-chlorophenyl)methyl]-8-methyl-1,1,4-trioxo-2,3-dihydro-1λ6,5-benzothiazepin-7-yl]-1,3,4-oxadiazol-2-yl]propanenitrile N[C@H]1CS(C2=C(N(C1=O)CC1=CC=C(C=C1)Cl)C=C(C(=C2)C)C2=NN=C(O2)C(C#N)C)(=O)=O